FC1(CCCC1)CN1N=CC(=C1)C=1C(=NC(=CC1)C)C=1C=C2C(=NC1)N(C=N2)C 6-(3-(1-((1-fluorocyclopentyl)methyl)-1H-pyrazol-4-yl)-6-methylpyridin-2-yl)-3-methyl-3H-imidazo[4,5-b]pyridine